ClC1=C(C(=C(C=C1)C1=NC2=C(N1CC(=O)NO)C=CC=C2C(=O)O)F)O 2-(4-Chloro-2-fluoro-3-hydroxy-phenyl)-1-[2-(hydroxyamino)-2-oxo-ethyl]benzimidazole-4-carboxylic acid